CC1CCC(N(C1)C(C(=O)NC=1C=NC=C(C(=O)N)C1)=O)C1=CC=NN1C 5-(2-(5-methyl-2-(1-methyl-1H-pyrazol-5-yl)piperidin-1-yl)-2-oxoacetamido)Nicotinamide